ClC=1C=C2CC[C@H]([C@H](C2=CC1)O)NC(O)=O.O1C(SC2=C1C=CC=C2)CC(=O)C2=CC(=CC=C2)OC 2-(benzo[d][1,3]oxathiol-2-yl)-1-(3-methoxyphenyl)ethan-1-one (1S,2R)-6-Chloro-1-hydroxy-1,2,3,4-tetrahydronaphthalin-2-yl-carbamat